[1,3-bis(2,6-diisopropylphenyl)-2-imidazolidinylidene]dichloro(3-phenyl-1H-inden-1-ylidene)(triphenylphosphine) ruthenium(II) [Ru+2].C(C)(C)C1=C(C(=CC=C1)C(C)C)N1C(N(CC1)C1=C(C=CC=C1C(C)C)C(C)C)=C1C(C(=C(C=C1)P(C1=CC=CC=C1)(C1=CC=CC=C1)=C1C=C(C2=CC=CC=C12)C1=CC=CC=C1)Cl)Cl